C(C)(C)(C)OC(=O)N1[C@H](CN(CC1)C1=NC=C(N=C1)NC(=O)C=1C(=CC=2N(C1)C=C(N2)C)OC)C (S)-4-(5-(7-methoxy-2-methylimidazo[1,2-a]pyridine-6-carboxamido)pyrazin-2-yl)-2-methylpiperazine-1-carboxylic acid tert-butyl ester